CN1C(C(C2=CC=CC=C12)(C1=CC=C(C=C1)C#N)C1=CC=C(C=C1)C#N)=O 1-methyl-3,3-bis(4-cyanophenyl)indoline-2-one